DIVINYLBENZEN C(=C)C1=C(C=CC=C1)C=C